(S)-1-(5-chloro-1H-indazol-7-yl)-2-methyl-2-piperidin-4-yl-propan-1-ol ClC=1C=C2C=NNC2=C(C1)[C@H](C(C)(C1CCNCC1)C)O